CN1N=C(C=C1C)C1=CC=C(C=C1)C1=CC=C(C=C1)C=1N=NNC1C(=O)O 4-(4'-(1,5-dimethyl-1H-pyrazol-3-yl)-[1,1'-biphenyl]-4-yl)-1H-1,2,3-triazole-5-carboxylic acid